4-(3-bromopropyloxy)benzophenone BrCCCOC1=CC=C(C(=O)C2=CC=CC=C2)C=C1